FC(C=1C=NC(=NC1)N1CCN(CC1)CCNC(C)=O)(F)F N-(2-(4-(5-(Trifluoromethyl)pyrimidin-2-yl)piperazin-1-yl)ethyl)acetamide